C(C)OC(CC)=O Ethylpropionat